(4Z)-4-(cinnolin-6-ylmethylene)-2-methylsulfanyl-1H-imidazol-5-one N1=NC=CC2=CC(=CC=C12)\C=C\1/N=C(NC1=O)SC